5-bromo-3,4-dihydroisoquinoline-1(2H)-one BrC1=C2CCNC(C2=CC=C1)=O